ClC1=CC=C(S1)CSC1=C(C(=NN1)C1CC(N(C1)C(=O)N1CCCC1)=O)OC 4-(5-{[(5-chlorothiophen-2-yl)methyl]sulfanyl}-4-methoxy-1H-pyrazol-3-yl)-1-(pyrrolidine-1-carbonyl)pyrrolidin-2-one